3-cyclopropylimidazo[1,2-a]pyridine-2-carbaldehyde C1(CC1)C1=C(N=C2N1C=CC=C2)C=O